2-methyl-5-[({2-[(9R)-9-(pyridin-2-yl)-6-oxaspiro[4.5]decan-9-yl]ethyl}amino)methyl]pyridine-3-carbonitrile CC1=NC=C(C=C1C#N)CNCC[C@]1(CCOC2(CCCC2)C1)C1=NC=CC=C1